FC1(CCC(CC1)CCN1C(N(N=C1CC1=C(C=CC=C1)C(F)(F)F)C)=O)F 4-(2-(4,4-difluorocyclohexyl)ethyl)-2-methyl-5-(2-(trifluoromethyl)benzyl)-2,4-dihydro-3H-1,2,4-triazol-3-one